(1-methylcyclopropyl)methyl-4-(6-(thiazol-4-yl)pyrazolo[1,5-a]pyrimidin-3-yl)piperidine-1-carboxylate CC1(CC1)COC(=O)N1CCC(CC1)C=1C=NN2C1N=CC(=C2)C=2N=CSC2